(2R,3R)-3-amino-1,2,3,4-tetrahydronaphthalen-2-ol N[C@H]1[C@@H](CC2=CC=CC=C2C1)O